(5β)-estran-3,17-dione C[C@@]12C(CC[C@H]1[C@@H]1CC[C@@H]3CC(CC[C@@H]3[C@H]1CC2)=O)=O